2-(((tert-butoxycarbonyl)amino)ethyl)-2-methyl-1H-indole-1-carboxylic acid tert-butyl ester C(C)(C)(C)OC(=O)N1C(CC2=CC=CC=C12)(C)CCNC(=O)OC(C)(C)C